O1CC1 OXIRANE